C(C)(C)(C)OC(=O)C1=CC(=C(C=C1)N1[C@H]2CC(C[C@@H]1CC2)OC(=O)C=2C(=NOC2C2CC2)C2=C(C=CC=C2OC(F)F)Cl)F (1R,3R,5S)-8-[4-[(tert-butoxy)carbonyl]-2-fluorophenyl]-8-azabicyclo[3.2.1]octan-3-yl-3-[2-chloro-6-(difluoromethoxy)phenyl]-5-cyclopropyl-1,2-oxazole-4-carboxylate